IC1=CNC=2N=C(N=CC21)CC2CC1(CN(C1)C(=O)OC(C)(C)C)C2 tert-butyl 6-[(5-iodo-7H-pyrrolo[2,3-d]pyrimidin-2-yl) methyl]-2-azaspiro[3.3]heptane-2-carboxylate